4-ethoxyisoxazole-3-carboxylic acid C(C)OC=1C(=NOC1)C(=O)O